CN(/C=C(/C(=O)C1=CC=C(C2=CC=CC=C12)OC)\C1=CC(=CC=C1)OC)C (E)-3-(dimethylamino)-1-(4-methoxynaphthalene-1-yl)-2-(3-methoxyphenyl)prop-2-en-1-one